OCCCNCCCCCCCC(=O)[O-] 8-((3-hydroxypropyl)amino)octanoate